(S)-1-(2-((2-(2-fluoro-6-methoxyphenyl)pyrimidin-4-yl)amino)-5-(1-(2,2,2-trifluoroethyl)-1H-pyrazol-4-yl)pyridin-4-yl)piperidin-3-ol FC1=C(C(=CC=C1)OC)C1=NC=CC(=N1)NC1=NC=C(C(=C1)N1C[C@H](CCC1)O)C=1C=NN(C1)CC(F)(F)F